tert-butyl 2-[2-methoxy-4-(trifluoromethoxy)phenyl]acetate COC1=C(C=CC(=C1)OC(F)(F)F)CC(=O)OC(C)(C)C